2-(trifluoromethyl)benzene-sulfonyl chloride FC(C1=C(C=CC=C1)S(=O)(=O)Cl)(F)F